(S)-1'-(6-((2-amino-3-chloropyridin-4-yl)thio)-1,2,4-triazin-3-yl)-2-methyl-4,6-dihydrospiro[cyclopenta[d]thiazole-5,4'-piperidin]-6-amine NC1=NC=CC(=C1Cl)SC1=CN=C(N=N1)N1CCC2(CC1)[C@@H](C1=C(N=C(S1)C)C2)N